4-(((1-(1-(1-(cyclopentanecarbonyl)piperidine-4-carbonyl)piperidin-4-yl)-1H-pyrazol-4-yl)methyl)amino)-2-(2,6-dioxopiperidin-3-yl)isoindoline-1,3-dione C1(CCCC1)C(=O)N1CCC(CC1)C(=O)N1CCC(CC1)N1N=CC(=C1)CNC1=C2C(N(C(C2=CC=C1)=O)C1C(NC(CC1)=O)=O)=O